C1(CCCCC1)[C@@H](C(=O)N1CCN(CC1)C(=O)C=1N(C2=CC(=CC=C2C1C(=O)N(CC(=O)OC)C)OC)C)NC([C@H](C)NC)=O methyl N-(2-(4-((S)-2-cyclohexyl-2-((S)-2-(methylamino)propanamido)acetyl)-piperazine-1-carbonyl)-6-methoxy-1-meth-yl-1H-indole-3-carbonyl)-N-methylglycinate